C(C)(C)(C)OC(=O)N\C(\C(=O)OC)=C\C=1OC=CN1 methyl (E)-2-((tert-butoxycarbonyl)amino)-3-(oxazol-2-yl)acrylate